(E)-5-phenyl-2-pentenoyl-tert-butyldimethylsilane C1(=CC=CC=C1)CC/C=C/C(=O)[Si](C)(C)C(C)(C)C